[5-(4-chlorobenzamido)-2-[(4-chlorophenyl)methyl]-3-oxo-1,2,4-thiadiazolidin-4-yl]methyl 2-{[(tert-butoxy)carbonyl]amino}-3-[(tert-butyldimethyl silyl)oxy]propanoate C(C)(C)(C)OC(=O)NC(C(=O)OCN1C(N(SC1NC(C1=CC=C(C=C1)Cl)=O)CC1=CC=C(C=C1)Cl)=O)CO[Si](C)(C)C(C)(C)C